C(CCCCCC)P(O)(=O)CCCCCCC diheptyl-phosphinic acid